Phenoxysodium O(C1=CC=CC=C1)[Na]